dibenzyl ((chloromethoxy) methyl) phosphate P(=O)(OCC1=CC=CC=C1)(OCC1=CC=CC=C1)OCOCCl